(R)-3-(4-((S)-2-amino-2-cyclohexylacetamido)phenyl)-2-propanamidopropionic acid methyl ester COC([C@@H](CC1=CC=C(C=C1)NC([C@H](C1CCCCC1)N)=O)NC(CC)=O)=O